COC1=CC=C(CN(C(=O)C2=NC=CC(=C2)NC(=O)C2=NC3=CC=CC=C3C=C2N2CCC(CCC2)(F)F)CC2=CC=C(C=C2)OC)C=C1 N-(2-(bis(4-methoxybenzyl)carbamoyl)pyridine-4-yl)-3-(4,4-difluoroazepan-1-yl)quinoline-2-carboxamide